[(3,5-difluorophenyl)methyl]-1-[2-(pyrimidin-4-yl)pyridine-3-carbonyl]piperidine-4-carbonitrile FC=1C=C(C=C(C1)F)CC1N(CCC(C1)C#N)C(=O)C=1C(=NC=CC1)C1=NC=NC=C1